Octadecyl acetoacetate C(CC(=O)C)(=O)OCCCCCCCCCCCCCCCCCC